BrC1=CC(=C(OC2=C(N=C(S2)C(=O)N)C)C=C1)F 5-(4-bromo-2-fluorophenoxy)-4-methylthiazole-2-carboxamide